[1,2,4]triazolo[1,5-a]pyrimidin-7-amine N1=CN=C2N1C(=CC=N2)N